N-(4-(2-chloro-8,8-dimethyl-4,6,7,8-tetrahydro-5H-thieno[3,2-c]azepin-5-yl)-2,6-dimethylphenyl)-3,3-dimethylbutanamide ClC1=CC=2CN(CCC(C2S1)(C)C)C1=CC(=C(C(=C1)C)NC(CC(C)(C)C)=O)C